methyl 6-((((CIS)-4-phenylcyclohexyl)oxy)methyl)-5-(((trifluoromethyl)sulfonyl)oxy)-3,6-dihydropyridine-1(2H)-carboxylate C1(=CC=CC=C1)[C@H]1CC[C@H](CC1)OCC1C(=CCCN1C(=O)OC)OS(=O)(=O)C(F)(F)F